4-[[(1S,2S)-2-[9-azabicyclo[3.3.1]non-9-yl]-4,6-dichloro-2,3-dihydro-1H-inden-1-yl]oxy]benzene C12CCCC(CCC1)N2[C@@H]2[C@H](C1=CC(=CC(=C1C2)Cl)Cl)OC2=CC=CC=C2